COC1=C(C=C(C=C1)\C=C\C=1N(CCCN1)C)O 2-Methoxy-5-[(E)-2-(1-methyl-1,4,5,6-tetrahydro-2-pyrimidinyl)vinyl]phenol